COC=1C=C(SC1)C(=O)C1[C@H]2CN(C[C@@H]12)C(=O)N1C[C@H]2C([C@H]2C1)C(=O)C=1SC=C(C1)OC (1R,5S,6r)-6-[(4-methoxy-2-thienyl) carbonyl]-3-azaBicyclo[3.1.0]Hex-3-yl ketone